C(C)(C)O[C@@H]1CN(CC[C@H]1OC1=CC(=CC=C1)C(F)(F)F)C1=CC(N(C=2C=CC(=NC12)C#N)C)=O Trans-8-(3-isopropoxy-4-(3-(trifluoromethyl)phenoxy)piperidin-1-yl)-5-methyl-6-oxo-5,6-dihydro-1,5-naphthyridine-2-carbonitrile